NC=1C(=CC(=NC1OC)C(=O)OC)Cl Methyl 5-amino-4-chloro-6-methoxypicolinate